2-trifluoromethylbenzenesulfonyl-lithium FC(C1=C(C=CC=C1)S(=O)(=O)[Li])(F)F